3,5-dimethyl-1-(3-trifluoromethylphenyl)-1H-pyrazole CC1=NN(C(=C1)C)C1=CC(=CC=C1)C(F)(F)F